FC1=CC(=CC=2N(C(NC21)=O)C2CCN(CC2)C2CCOCC2)C 4-Fluoro-6-methyl-1-[1-(tetrahydro-2H-pyran-4-yl)-4-piperidinyl]-1,3-dihydro-2H-benzimidazol-2-one